4-((S)-2-(dimethylamino)-3-((R)-4-methyl-3-phenylpentanamido)propyl)-3,5-dimethylbenzamide CN([C@@H](CC1=C(C=C(C(=O)N)C=C1C)C)CNC(C[C@H](C(C)C)C1=CC=CC=C1)=O)C